(S)-3-(5-(4-((1-(4-((1S,2R)-6-hydroxy-2-methyl-1,2,3,4-tetrahydronaphthalen-1-yl)phenyl)piperidin-4-yl)methyl)piperazin-1-yl)-1-oxoisoindolin-2-yl)piperidine-2,6-dione OC=1C=C2CC[C@H]([C@H](C2=CC1)C1=CC=C(C=C1)N1CCC(CC1)CN1CCN(CC1)C=1C=C2CN(C(C2=CC1)=O)[C@@H]1C(NC(CC1)=O)=O)C